C(CCCCCCC\C=C\CC)OP(O)(O)=S Thiophosphoric acid (E)-dodec-9-enyl ester